ClC=1C(=CC(=C(C1)NC(CN1C=2N(C(C(=C1CC)N1CCNCC1)=O)N=C(N2)N2CCOCC2)=O)C)C(F)(F)F N-(5-chloro-2-methyl-4-(trifluoromethyl)phenyl)-2-(5-ethyl-2-morpholino-7-oxo-6-(piperazin-1-yl)-[1,2,4]triazolo[1,5-a]pyrimidin-4(7H)-yl)acetamide